homoallyl-glycine C(CC=C)NCC(=O)O